FC=1C(=CC(=NC1)OC)C1=CC(=NN1)C(=O)C1CC12NCCC(C2)C(=O)N[C@H]2CN(CC2)C2=C(C=CC=C2)F [5-(5-fluoro-2-methoxypyridin-4-yl)-1H-pyrazole-3-carbonyl]-N-[(R)-1-(2-fluorophenyl)pyrrolidin-3-yl]-4-azaspiro[2.5]octane-7-carboxamide